N-((2,8-difluoro-1,2,3,5,6,7-hexahydro-s-indacen-4-yl)carbamoyl)-6,6-dimethyl-N'-trityl-6,7-dihydro-5H-pyrazolo[5,1-b][1,3]oxazine-3-sulfonimidamide FC1CC2=C(C=3CCCC3C(=C2C1)NC(=O)NS(=O)(=NC(C1=CC=CC=C1)(C1=CC=CC=C1)C1=CC=CC=C1)C=1C=NN2C1OCC(C2)(C)C)F